(4R,5R)-N4,N4,N5,N5-tetramethyl-2-((1R,2R)-2-methylcyclopropyl)-1,3,2-dioxaborolane-4,5-dicarboxamide CN(C(=O)[C@@H]1OB(O[C@H]1C(=O)N(C)C)[C@H]1[C@@H](C1)C)C